2-chloro-4-fluoro-N-[1-[4-(5-methyl-[1,3]oxazolo[4,5-b]pyridin-2-yl)piperazine-1-carbonyl]azetidin-3-yl]benzamide ClC1=C(C(=O)NC2CN(C2)C(=O)N2CCN(CC2)C=2OC=3C(=NC(=CC3)C)N2)C=CC(=C1)F